C([C@@H](O)CC(=O)O)(=O)O |r| (±)-L-malic acid